N',N''-diferuloyl-spermidine C(\C=C\C1=CC(OC)=C(O)C=C1)(=O)N(CCCCN)CCCNC(\C=C\C1=CC(OC)=C(O)C=C1)=O